Ethoxy-N-(1-methylazetidin-3-yl)-[2,3'-bipyridine]-6-carboxamide C(C)OC=1C(=NC(=CC1)C(=O)NC1CN(C1)C)C=1C=NC=CC1